FC1(OC2=C(O1)C=CC(=C2)N(C(=O)C=2C=C(C=CC2)N2N=C(C=1CCCC(C21)OC2=CC=CC=N2)C(F)(F)F)C)F 6-[[1-[3-[(2,2-Difluoro-1,3-benzodioxol-5-yl)-methyl-carbamoyl]phenyl]-3-(trifluoromethyl)-4,5,6,7-tetrahydroindazol-7-yl]oxy]pyridin